ClC=1C(=NC=C(C1[C@H]1N([C@@H](CC2=C1NC1=CC=CC=C21)C)CC(CO)(F)F)F)OCCNCCCF 3-((1R,3R)-1-(3-chloro-5-fluoro-2-(2-((3-fluoropropyl)amino)ethoxy)pyridin-4-yl)-3-methyl-1,3,4,9-tetrahydro-2H-pyrido[3,4-b]indol-2-yl)-2,2-difluoropropan-1-ol